benzyl 3-(chlorocarbonyl)azetidine-1-carboxylate ClC(=O)C1CN(C1)C(=O)OCC1=CC=CC=C1